2-((1-(4-methoxybenzyl)-4-((tetrahydro-2H-pyran-4-yl)amino)-1H-pyrazolo[4,3-c]pyridin-3-yl)(methyl)amino)ethyl methanesulfonate CS(=O)(=O)OCCN(C)C1=NN(C2=C1C(=NC=C2)NC2CCOCC2)CC2=CC=C(C=C2)OC